C1(CC1)N1N=CC(=C1)C1=CC(=NC=C1)N(C(=O)[C@@H]1CC[C@H](CC1)C(=O)OC)C[C@@H]1CC[C@H](CC1)C1=NC(=C(C=C1)OC)C trans-Methyl 4-((4-(1-cyclopropyl-1H-pyrazol-4-yl)pyridin-2-yl)((trans-4-(5-methoxy-6-methylpyridin-2-yl)cyclohexyl)methyl)carbamoyl)-cyclohexanecarboxylate